(((1S,2R)-2-fluorocyclopropyl)methyl)-1H-pyrazolo[3,4-b]pyrazin F[C@H]1[C@@H](C1)CN1N=CC=2C1=NC=CN2